C1=CC=C(C=C1)N2C3=CC=CC=C3N=C2C4=CC(=CC(=C4)C5=NC6=CC=CC=C6N5C7=CC=CC=C7)C8=NC9=CC=CC=C9N8C1=CC=CC=C1 1,3,5-Tris(N-phenylbenzimidazol-2-yl)benzene